2,4-dichlorophenoxy-2,3-dimethylbutyrate ClC1=C(OC(C(=O)[O-])(C(C)C)C)C=CC(=C1)Cl